N[C@](C(=O)O)(CCCCB(O)O)CCN(C)C[C@H](C1=CC(=CC=C1)O)O (R)-2-amino-6-borono-2-(2-(((S)-2-hydroxy-2-(3-hydroxyphenyl)ethyl)(methyl)amino)ethyl)hexanoic acid